tert-butyl (3R)-3-(5-(7-(2-cyano-4-fluorophenoxy)-5-oxa-2-azaspiro[3.4]octan-2-yl)-2'-ethoxy-[2,3'-bipyridine]-6-carboxamido)pyrrolidine-1-carboxylate C(#N)C1=C(OC2COC3(CN(C3)C=3C=CC(=NC3C(=O)N[C@H]3CN(CC3)C(=O)OC(C)(C)C)C=3C(=NC=CC3)OCC)C2)C=CC(=C1)F